FC1=C(OCC([C@H](C[C@H]2C(NCC2)=O)NC([C@H](CC(C)C)NC(=O)C=2NC3=CC=CC(=C3C2)OC)=O)=O)C(=CC=C1)F N-((S)-1-(((S)-4-(2,6-difluorophenoxy)-3-oxo-1-((S)-2-oxopyrrolidin-3-yl)butan-2-yl)amino)-4-methyl-1-oxopentan-2-yl)-4-methoxy-1H-indole-2-carboxamide